O=C1NN=C2N1C=CC=C2C(=O)N2CC1(C2)OC(CC1)CNC(C=CC=1SC=CN1)=O N-[(2-{3-oxo-2H,3H-[1,2,4]triazolo[4,3-a]pyridine-8-carbonyl}-5-oxa-2-azaspiro[3.4]octan-6-yl)methyl]-3-(1,3-thiazol-2-yl)prop-2-enamide